N-[2-carbamoyl-6-methyl-4-(trifluoromethyl)phenyl]-2-(3-chloro-2-pyridyl)-5-(difluoromethyl)pyrazole-3-carboxamide C(N)(=O)C1=C(C(=CC(=C1)C(F)(F)F)C)NC(=O)C=1N(N=C(C1)C(F)F)C1=NC=CC=C1Cl